N-(2-amino-2-methylpropyl)-6-(6-chloro-1H-pyrrolo[3,2-c]pyridin-2-yl)pyrazine-2-carboxamide NC(CNC(=O)C1=NC(=CN=C1)C1=CC=2C=NC(=CC2N1)Cl)(C)C